(RS)-1-[4-(2-methoxyethyl)phenoxy]-3-[(prop-2-yl)amino]propan-2-ol COCCC1=CC=C(OC[C@@H](CNC(C)C)O)C=C1 |r|